4-bromo-6-(4-(4-chlorophenyl)-3-(trifluoromethyl)isoxazol-5-yl)benzene-1,3-diol BrC1=C(C=C(C(=C1)C1=C(C(=NO1)C(F)(F)F)C1=CC=C(C=C1)Cl)O)O